1-Ethyl-3-(3-methylenepropyl)carbodiimide hydrochloride Cl.C(C)N=C=NCCC=C